CC1=CN=C(S1)C1=CC(=CC2=C1OCCN2)C(=O)O 8-(5-methylthiazol-2-yl)-3,4-dihydro-2H-benzo[b][1,4]oxazine-6-carboxylic acid